BrCCCOCCCOCCSC1=C2CN(CC2=CC=C1)C1C(NC(CC1)=O)=O 4-(2-(3-(3-bromopropoxy)propoxy)ethylthio)-2-(2,6-dioxopiperidin-3-yl)isoindoline